5-(((Trans-3-(3-cyclopropyl-4-(1,4-dimethyl-1H-pyrazolo[4,3-c]pyridin-6-yl)-1H-pyrazol-1-yl)cyclobutyl)methyl)amino)-2-(2,6-dioxopiperidin-3-yl)isoindoline-1,3-dione C1(CC1)C1=NN(C=C1C1=CC2=C(C(=N1)C)C=NN2C)[C@@H]2C[C@H](C2)CNC=2C=C1C(N(C(C1=CC2)=O)C2C(NC(CC2)=O)=O)=O